BrC=1SC=C(N1)C1=C(C(/C(/C1)=N/O)=O)C (E)-3-(2-bromothiazol-4-yl)-5-(hydroxyimino)-2-methylcyclopent-2-en-1-one